COC(=O)C1=CC2=C(N=C(C(N2C2=CC3=C(OCCN3C3=CC=CC=C3)C=C2)=O)Cl)S1.CC1=CC=CC=C1.C1(=CC=CC=C1)C(C1=CC=CC=C1)(C1=CC=CC=C1)C1(C(C(=C(C(=C1F)F)F)F)F)[B-](C1=C(C(=C(C(=C1F)F)F)F)F)(C1=C(C(=C(C(=C1F)F)F)F)F)C1=C(C(=C(C(=C1F)F)F)F)F triphenylmethyl-tetrakis(pentafluorophenyl)borate-toluene methyl-3-chloro-2-oxo-1-(4-phenyl-3,4-dihydro-2H-benzo[b][1,4]oxazin-6-yl)-1,2-dihydrothieno[2,3-b]pyrazine-6-carboxylate